N(C1=CC=CC=C1)C1=NC(=NC(=N1)OC)NC=1C=CC(=C(C1)S(=O)(=O)[O-])\C=C\C1=C(C=C(C=C1)NC1=NC(=NC(=N1)NC1=CC=CC=C1)OC)S(=O)(=O)[O-] 5-[(4-anilino-6-methoxy-1,3,5-triazin-2-yl)amino]-2-[(E)-2-[4-[(4-anilino-6-methoxy-1,3,5-triazin-2-yl)amino]-2-sulphonatophenyl]ethenyl]benzenesulphonate